3-[(3-chloro-2-methoxyphenyl)amino]-7-{[(2R)-4-methylmorpholin-2-yl]methyl}-2-(pyridin-4-yl)-1H,5H,6H,7H-pyrrolo[3,2-c]pyridin-4-one ClC=1C(=C(C=CC1)NC1=C(NC2=C1C(NCC2C[C@@H]2CN(CCO2)C)=O)C2=CC=NC=C2)OC